FC1OC(OCC1)=O 4-fluoro-1,3-dioxane-2-one